2-(4-Nitro-1H-pyrazol-1-yl)acetate [N+](=O)([O-])C=1C=NN(C1)CC(=O)[O-]